C1(CCCCC1)C(CC(CCCC)=O)=O 1-cyclohexyl-1,3-heptanedione